C=C(C)C=1C(=CC(=NC1)N)C(F)(F)F 5-(prop-1-en-2-yl)-4-(trifluoromethyl)pyridin-2-amine